Cl.COC(C(C(CP(=O)(C1=CC=CC=C1)C1=CC=CC=C1)N)C(C)C)=O 3-amino-4-(diphenylphosphoryl)-2-isopropyl-butyric acid methyl ester hydrochloride